C(C)OC1=CC=C(C=C1)C(CCCC1=CC(=C(C=C1)F)OC1=CC=CC=C1)(C)C 4-[4-(4-ethoxyphenyl)-4-methylpentyl]-1-fluoro-2-phenoxybenzene